C(#N)C1CN(C1)S(=O)(=O)N1C[C@H](CCC1)C(=O)N1[C@H](CCC1)C(=O)N[C@@H](C)C1=C(C=CC(=C1)F)OC 1-(((3S)-1-((3-cyano-1-azetidinyl)sulfonyl)-3-piperidinyl)carbonyl)-N-((1S)-1-(5-fluoro-2-methoxyphenyl)ethyl)-D-prolinamide